N-benzyl-piperidin-4-one strontium-aluminum [Al].[Sr].C(C1=CC=CC=C1)N1CCC(CC1)=O